7-bromo-2,4-dichloro-8-fluoro-quinazoline BrC1=CC=C2C(=NC(=NC2=C1F)Cl)Cl